CN(C(CC)=O)CC1=CC=C(C=C1)C1=CC=C(C=C1)C(=O)O 4'-((N-methylpropionamido)methyl)-[1,1'-biphenyl]-4-carboxylic acid